C(#N)C=1C=C2C=CN=C(C2=CC1)N(C(C1=C(C=C(C=C1)C=1N=NN(C1)C)F)=O)[C@H]1CN(CCC1)C(=O)OC(C)(C)C tert-butyl (R)-3-(N-(6-cyanoisoquinolin-1-yl)-2-fluoro-4-(1-methyl-1H-1,2,3-triazol-4-yl)benzamido)piperidine-1-carboxylate